(2S)-3-{1-[(tert-butoxy)carbonyl]-6-methoxy-1H-indol-3-yl}-2-({[(9H-fluoren-9-yl)methoxy]carbonyl}amino)propanoic acid C(C)(C)(C)OC(=O)N1C=C(C2=CC=C(C=C12)OC)C[C@@H](C(=O)O)NC(=O)OCC1C2=CC=CC=C2C=2C=CC=CC12